FC=1C=CC(=NC1)[C@@H](C)OC=1C=2N(C=C(C1)C=1C=NN(C1C)[C@@H]1CN(CCC1)C(C(C)(C)O)=O)N=CC2C#N 4-((R)-1-(5-fluoropyridin-2-yl)ethoxy)-6-(1-((S)-1-(2-hydroxy-2-methylpropanoyl)piperidin-3-yl)-5-methyl-1H-pyrazol-4-yl)pyrazolo[1,5-a]pyridine-3-carbonitrile